Cl.C1(=C2N(C=N1)CCC2)C(C(NC=2SC=CN2)=O)N2CC1=C(C=C(C=C1C2=O)C#CC=2C=CC(=NC2)C(=O)NC2CCNCC2)F 5-[2-[2-[1-(6,7-Dihydro-5H-pyrrolo[1,2-c]imidazol-1-yl)-2-oxo-2-(thiazol-2-ylamino)ethyl]-7-fluoro-3-oxo-isoindol-5-yl]ethynyl]-N-(4-piperidinyl)pyridine-2-carboxamide hydrochloride